6-butyl-3-[4-(4-chlorophenyl)-4-hydroxypiperidine-1-carbonyl]-5-(2,6-dimethoxyphenyl)pyridine-2,4-diol C(CCC)C1=C(C(=C(C(=N1)O)C(=O)N1CCC(CC1)(O)C1=CC=C(C=C1)Cl)O)C1=C(C=CC=C1OC)OC